C(#N)C=1C=C(COC2=CC=3C4=C(NC3C=C2)[C@@H](CC4)CC(=O)O)C=CC1OC(C)C (S)-2-(7-(3-cyano-4-isopropoxybenzyloxy)-1,2,3,4-tetrahydrocyclopenta[b]indol-3-yl)acetic acid